N1(CCOCC1)C=1C=CC(=NC1CN1CCCC1)NC1=CC2=C(C=N1)SC(=N2)C2=CC=C(C#N)C=C2 4-(6-{[5-(Morpholin-4-yl)-6-[(pyrrolidin-1-yl)methyl]pyridin-2-yl]amino}-[1,3]thiazolo[5,4-c]pyridin-2-yl)benzonitrile